2-((3-(1-(3-cyano-5-isopropoxybenzyl)-1H-pyrazol-3-yl)-[1,1'-biphenyl]-4-yl)amino)-N-methylethane-1-sulfonamide C(#N)C=1C=C(CN2N=C(C=C2)C=2C=C(C=CC2NCCS(=O)(=O)NC)C2=CC=CC=C2)C=C(C1)OC(C)C